C(C1CO1)OC1=C(C=CC=C1CC1=CC=CC=C1)CC1=CC=CC=C1 2,6-dibenzylphenyl glycidyl ether